3-(1-Azido-1-cyclopentyl-2-fluoroethyl)-5-chloro-1-methylpyrrolo[2,3-c]pyridine N(=[N+]=[N-])C(CF)(C1CCCC1)C1=CN(C2=CN=C(C=C21)Cl)C